FC=1C=C(C=CC1)C=1NC2=CC=CC=C2C1 2-(3-fluorophenyl)indole